furfurylaminotetrahydro-pyranyladenine C(C1=CC=CO1)NC1=NC2=NC(=NC(=C2N1)N)C1OCCCC1